1-(4-Bromo-2-methylphenyl)-5-fluoro-6-methoxy-1H-indazole BrC1=CC(=C(C=C1)N1N=CC2=CC(=C(C=C12)OC)F)C